N-(2-(2,6-dioxopiperidin-3-yl)-6-methyl-1-oxoisoindolin-5-yl)acetamide O=C1NC(CCC1N1C(C2=CC(=C(C=C2C1)NC(C)=O)C)=O)=O